5-(benzyloxy)pyridine-3-sulfonyl chloride C(C1=CC=CC=C1)OC=1C=C(C=NC1)S(=O)(=O)Cl